[O-]S(=O)(=O)C(F)(F)F.C1(=CC=CC=C1)C(=C[SH2+])C1=CC=CC=C1 diphenylvinylsulfonium triflate